COC1=CC=C(CN(S(=O)(=O)C(C(=O)OCC)C(C)C2=NC(=CC=C2)C=2N=NN(N2)CC2=C(C=CC(=C2)OC(F)(F)F)F)CC2=CC=C(C=C2)OC)C=C1 ethyl 2-(N,N-bis(4-methoxybenzyl)sulfamoyl)-3-(6-(2-(2-fluoro-5-(trifluoromethoxy) benzyl)-2H-tetrazol-5-yl)pyridin-2-yl)butanoate